5-Amino-3-[2-[4-(2,4-difluorophenyl)-1-piperidyl]ethyl]-8-(2-furyl)-1-methyl-[1,2,4]triazolo[5,1-f]purin-2-one NN1C=NC(=C2N3C(N=C12)N(C(N3C)=O)CCN3CCC(CC3)C3=C(C=C(C=C3)F)F)C=3OC=CC3